(S)-N-(5-(3,4-dimethylpiperazin-1-yl)pyrazin-2-yl)-6-ethoxy-2-methyl-2H-indazole-5-carboxamide formate salt C(=O)O.C[C@H]1CN(CCN1C)C=1N=CC(=NC1)NC(=O)C1=CC2=CN(N=C2C=C1OCC)C